S(=O)(=O)(O)O.N1=CC=CC2=CC=CC=C12 quinoline Sulfate